4-(3-(4'-Chloro-1',2'-dihydrospiro[cyclopropane-1,3'-pyrrolo[2,3-b]pyridin]-5'-yl)-1H-indol-7-yl)morpholin-3-one ClC1=C2C(=NC=C1C1=CNC3=C(C=CC=C13)N1C(COCC1)=O)NCC21CC1